NC1=NC2=NC=C(N=C2C(N1)=O)CN(C(C(F)(F)F)=O)C1=CC=C(C(=O)N[C@@H](CCC(=O)NCCCCCC(=O)OC(C)(C)C)C(=O)OC)C=C1 tert-butyl (S)-6-(4-(4-(N-((2-amino-4-oxo-3,4-dihydropteridin-6-yl)methyl)-2,2,2-trifluoroacetamido)benzamido)-5-methoxy-5-oxopentanamido)hexanoate